C(C)(C)(C)P(C1=C(C(=C(C(=C1C)OC)OC)C)C1=C(C=C(C=C1C(C)C)C(C)C)C(C)C)C(C)(C)C di-tert-butyl-(2',4',6'-triisopropyl-4,5-dimethoxy-3,6-dimethyl-[1,1'-biphenyl]-2-yl)phosphine